ClC1=NC(=NC(=C1)C)N 4-chloro-6-methyl-pyrimidin-2-amine